2-{[7-amino-4-(1-methyl-1H-indazol-6-yl)-1-oxo-2,3-dihydro-1H-isoindol-2-yl]methyl}-3-[4-(3,4-dichlorophenyl)piperazin-1-yl]propanenitrile NC=1C=CC(=C2CN(C(C12)=O)CC(C#N)CN1CCN(CC1)C1=CC(=C(C=C1)Cl)Cl)C1=CC=C2C=NN(C2=C1)C